The molecule is an amino hexasaccharide consisting of 2-acetamido-2-deoxy-alpha-D-galacturonamide, 2-acetamido-2-deoxy-alpha-D-galacturonamide, 2-acetamido-2-deoxy-beta-D-quinovose, 4-deoxy-4-formamido-beta-D-quinovose, 2-acetamido-2-deoxy-alpha-D-galacturonamide and 2-acetamido-2-deoxy-alpha-D-galacturonamide residues linked in a (1->4), (1->3), (1->2), (1->4), (1->4) sequence. C[C@@H]1[C@H]([C@@H]([C@H]([C@@H](O1)O[C@@H]2[C@@H]([C@H]([C@H](O[C@@H]2C(=O)N)O[C@@H]3[C@@H]([C@H]([C@H](O[C@@H]3C(=O)N)O)NC(=O)C)O)NC(=O)C)O)O[C@H]4[C@@H]([C@H]([C@@H]([C@H](O4)C)O)O[C@@H]5[C@@H]([C@H]([C@H]([C@H](O5)C(=O)N)O[C@@H]6[C@@H]([C@H]([C@H]([C@H](O6)C(=O)N)O)O)NC(=O)C)O)NC(=O)C)NC(=O)C)O)NC=O